ClC1=CC=C(C=C1)CCl 1-chloro-4-(chloromethyl)benzene